4-(difluoromethyl)-N-[4-fluoro-2-[rac-(3S)-3,4-dimethylpiperazin-1-yl]-5-[2-[rac-(2R)-2-methylmorpholin-4-yl]pyrimidin-5-yl]phenyl]-1-methyl-6-oxopyridine-3-carboxamide FC(C=1C(=CN(C(C1)=O)C)C(=O)NC1=C(C=C(C(=C1)C=1C=NC(=NC1)N1C[C@H](OCC1)C)F)N1C[C@@H](N(CC1)C)C)F |r|